NC1=NC=2C=C(C=CC2C2=C1N=C(N2CC(CO)(CO)C)CCCC)CCCN2CCN(CC2)C 2-((4-amino-2-butyl-7-(3-(4-methylpiperazin-1-yl)propyl)-1H-imidazo[4,5-c]quinolin-1-yl)methyl)-2-methylpropane-1,3-diol